N1(CCCCC1)C1=CC=C(C=C)C=C1 4-(1-piperidinyl)styrene